CC1=C(C=CC=C1)CC(=O)C1=CC=CC=2C3=CC=CC=C3C(C12)(CCC)CCC 2-(2-methylphenyl)acetyl-9,9-di-n-propylfluorene